(2,4-di-tert-butylphenol) 4,4'-biphenyl-diphosphite OP(O)OP(O)O.C1=CC=C(C=C1)C1=CC=CC=C1.C(C)(C)(C)C1=C(C=CC(=C1)C(C)(C)C)O